(R)-3-(1-((7-methoxy-2-methyl-6-(3-oxo-9-azaspiro[5.5]undecan-9-yl)pyrido[2,3-d]pyrimidin-4-yl)amino)ethyl)-2-methylbenzonitrile COC=1C(=CC2=C(N=C(N=C2N[C@H](C)C=2C(=C(C#N)C=CC2)C)C)N1)N1CCC2(CCC(CC2)=O)CC1